CC1=CC=CC=2NC(OC(C21)=O)=O 5-methyl-1H-benzo[d][1,3]oxazine-2,4-dione